CC1C2=CN(N=C2C2=C(C1)OC(=C2C(F)(F)F)C(=O)O)CC2CCC(CC2)=O 4-methyl-2-[(Oxocyclohexan-4-yl)methyl]-8-(trifluoromethyl)-4,5-dihydro-2H-furo[2,3-g]indazole-7-carboxylic acid